OC[C@]12CO[C@H](CN1C(=O)OC(C)(C)C)C2 Tert-butyl (1S,4R)-4-(hydroxymethyl)-2-oxa-5-azabicyclo[2.2.1]heptane-5-carboxylate